5-chloro-3'-(2-oxo-2-(4-oxo-2-(1-phenylcyclopropyl)-3,4,5,7,8,9-hexahydro-6H-pyrimido[5,4-c]azepin-6-yl)ethyl)-[1,1'-biphenyl]-3-carbonitrile ClC=1C=C(C=C(C1)C1=CC(=CC=C1)CC(N1CC2=C(CCC1)N=C(NC2=O)C2(CC2)C2=CC=CC=C2)=O)C#N